(4-bromostyryl)-3,3-dimethylindole BrC1=CC=C(C=CC2=NC3=CC=CC=C3C2(C)C)C=C1